FC(C=1C=C(CC2=CC(=NC=C2)N2N=C(C=C2)C(=O)O)C=C(C1)F)F 1-(4-(3-(difluoromethyl)-5-fluorobenzyl)pyridin-2-yl)-1H-pyrazole-3-carboxylic acid